Benzyl ((s)-1-(((S)-4-methyl-1-oxo-1-(((S)-1-oxo-3-((S)-2-oxopiperidin-3-yl)propan-2-yl)amino)pentan-2-yl)amino)-3-(naphthalen-1-yl)-1-oxopropan-2-yl)carbamate CC(C[C@@H](C(N[C@H](C=O)C[C@H]1C(NCCC1)=O)=O)NC([C@H](CC1=CC=CC2=CC=CC=C12)NC(OCC1=CC=CC=C1)=O)=O)C